N1C=C(C2=CC=CC=C12)C1=CC(=CS1)C(CCC(=O)O)=O 4-(5-(1H-indol-3-yl)thiophen-3-yl)-4-oxobutanoic acid